3-[2-[[(1S,2R,3S,4R)-3-[4-(pentylcarbamoyl)-1,3-oxazol-2-yl]-7-oxabicyclo[2.2.1]heptan-2-yl]methyl]phenyl]propanoic acid C(CCCC)NC(=O)C=1N=C(OC1)[C@H]1[C@H]([C@@H]2CC[C@H]1O2)CC2=C(C=CC=C2)CCC(=O)O